tert-Butyl-HydroxyAnisole C(C)(C)(C)C=1C(=C(C=CC1)OC)O